5-(6-butyl-3-(4-methoxyphenyl)pyrazin-2-yl)isobenzofuran-1(3H)-one C(CCC)C1=CN=C(C(=N1)C=1C=C2COC(C2=CC1)=O)C1=CC=C(C=C1)OC